3-(4-(5-(4-((3-benzyl-9-methyl-4H,6H-thieno[2,3-e][1,2,4]triazolo[3,4-c][1,4]oxazepin-2-yl)ethynyl)-1H-pyrazol-1-yl)pent-1-yn-1-yl)-7-fluoro-1-oxoisoindolin-2-yl)piperidine-2,6-dione C(C1=CC=CC=C1)C1=C(SC=2N3C(COCC21)=NN=C3C)C#CC=3C=NN(C3)CCCC#CC3=C2CN(C(C2=C(C=C3)F)=O)C3C(NC(CC3)=O)=O